(S,E)-(5-(2,3-dimethylphenyl)thiazol-2-yl)(2-(hydroxymethyl)-4-(methoxyimino)pyrrolidin-1-yl)methanone CC1=C(C=CC=C1C)C1=CN=C(S1)C(=O)N1[C@@H](C\C(\C1)=N/OC)CO